O=C1[C@H](SCC[C@H](N1)CNCCNC(OC(C)(C)C)=O)C1=CC=C(C=C1)OC1=CC=CC=C1 tert-Butyl (2-((((2R,5S)-3-oxo-2-(4-phenoxyphenyl)-1,4-thiazepan-5-yl)methyl)amino)ethyl)carbamate